2-(2-(3-chloro-4-fluorophenyl)-5,6-dihydro-cyclopenta[d]imidazol-1(4H)-yl)-6-methylimidazo[2,1-b][1,3,4]thiadiazole ClC=1C=C(C=CC1F)C1=NC2=C(N1C1=NN3C(S1)=NC(=C3)C)CCC2